COCCOCCOC(=O)C1=C(C(=O)O)C=CC=C1 2-((2-(2-methoxyethoxy)ethoxy)carbonyl)benzoic acid